2-chloro-N-(2-furylmethyl)thieno[3,2-d]Pyrimidin-4-amine ClC=1N=C(C2=C(N1)C=CS2)NCC=2OC=CC2